FC=1C(=C(C=CC1F)[C@H]1[C@@H](O[C@H]([C@H]1C)C(F)(F)F)C(=O)NC1=CC(=NC=C1)C(=O)OC)OC |r| methyl rac-(2R,3S,4S,5R)-4-[[3-(3,4-difluoro-2-methoxy-phenyl)-4-methyl-5-(trifluoromethyl)tetrahydrofuran-2-carbonyl]amino]pyridine-2-carboxylate